2'-amino-N-(5-chloro-6-(2H-1,2,3-triazol-2-yl)pyridin-3-yl)-2-(cyclopent-1-en-1-yl)-4'-fluoro-5-methyl-[1,1'-biphenyl]-4-carboxamide NC1=C(C=CC(=C1)F)C1=C(C=C(C(=C1)C)C(=O)NC=1C=NC(=C(C1)Cl)N1N=CC=N1)C1=CCCC1